3-(6-Phenylpyridin-3-yl)-2-azabicyclo[2.2.2]oct-5-ene-2-carboxylate C1(=CC=CC=C1)C1=CC=C(C=N1)C1N(C2C=CC1CC2)C(=O)[O-]